methyl 3-fluoro-1H-pyrrole-2-carboxylate FC1=C(NC=C1)C(=O)OC